(cis)-di-tert-butyl 1-((3-(ethoxycarbonyl)-3-methylcyclobutyl) methyl)-6-hydroxypyrrolo[3,2-c]pyrazole-2,4-dicarboxylate C(C)OC(=O)C1(CC(C1)CN1N(CC2=C1C(=CN2C(=O)OC(C)(C)C)O)C(=O)OC(C)(C)C)C